3-chloro-2'-[3-(1-cyclopropyl-1-hydroxyethyl)-2-oxopyridin-1-yl]-4-[(3,5-difluoropyridin-2-yl)methoxy]-5',6-dimethyl-[1,4'-bipyridin]-2-one ClC=1C(N(C(=CC1OCC1=NC=C(C=C1F)F)C)C1=CC(=NC=C1C)N1C(C(=CC=C1)C(C)(O)C1CC1)=O)=O